COC=1C=C2CCN(CC2=CC1NC1=NC2=CC(=CC=C2C=N1)C=1C=CC(=NC1)C(=O)NC)C 5-{2-[(6-methoxy-2-methyl-1,2,3,4-tetrahydroisoquinolin-7-yl)amino]quinazolin-7-yl}-N-methylpyridine-2-carboxamide